6-(4-(((3-(5-fluoro-1H-indol-3-yl)propyl)amino)methyl)piperidine-1-carbonyl)pyridine FC=1C=C2C(=CNC2=CC1)CCCNCC1CCN(CC1)C(=O)C1=CC=CC=N1